N-(4-(((2R,5S)-3-(4-cyano-3-(trifluoromethyl)phenyl)-2-(trifluoromethyl)oxazolidin-5-yl)methoxy)benzyl)acetamide C(#N)C1=C(C=C(C=C1)N1[C@H](O[C@@H](C1)COC1=CC=C(CNC(C)=O)C=C1)C(F)(F)F)C(F)(F)F